ClC1=CC=NC(=C1C=O)N1C(C=2N(C=3C=CC(=CC3C2F)F)C=C1)=O 4-Chloro-2-(8,10-difluoro-1-oxopyrazino[1,2-a]indol-2(1H)-yl)nicotinaldehyde